Sodium Citrate, Dihydrate O.O.C(CC(O)(C(=O)[O-])CC(=O)[O-])(=O)[O-].[Na+].[Na+].[Na+]